C(C)OC1=C(C=CC(=C1)OCC)C1=NC(=CC(=C1)C1=CC=C(C=C1)C1=CC=C(C=C1)N(C1=CC=C(C=C1)OCCC)C1=CC=C(C=C1)OCCC)C1=C(C=C(C=C1)OCC)OCC 2,6-bis(2,4-diethyloxyphenyl)-4-(4'-bis(4-propyloxyphenyl)aminobiphenyl-4-yl)pyridine